(R)-5-(2-(dimethylamino)ethoxy)-N-(1-(4-methoxy-3,5-bis(1-methyl-1H-pyrazol-4-yl)phenyl)ethyl)-2-methylbenzamide CN(CCOC=1C=CC(=C(C(=O)N[C@H](C)C2=CC(=C(C(=C2)C=2C=NN(C2)C)OC)C=2C=NN(C2)C)C1)C)C